CC([C@@H](C(=O)N1[C@@H]([C@@H]2[C@H](C1)CCC2)C(=O)N[C@H](C=O)C[C@H]2C(NCCC2)=O)NC(C(F)(F)F)=O)(C)C (1S,3aR,6aS)-2-((S)-3,3-dimethyl-2-(2,2,2-trifluoroacetamido)butanoyl)-N-((S)-1-oxo-3-((S)-2-oxopiperidin-3-yl)propan-2-yl)octahydrocyclopenta[c]pyrrole-1-carboxamide